Z-L-norleucine CCCC[C@@H](C(=O)O)NC(=O)OCC1=CC=CC=C1